3-(5-(3-(1H-benzo[d]imidazol-5-yl)-2-oxoimidazolidin-1-yl)-1-oxoisoindolin-2-yl)-1-(hydroxymethyl)piperidine-2,6-dione N1C=NC2=C1C=CC(=C2)N2C(N(CC2)C=2C=C1CN(C(C1=CC2)=O)C2C(N(C(CC2)=O)CO)=O)=O